4-[3-[4-(2-bromoethoxy)cyclohexyl]-4,4-dimethyl-5-oxo-2-thioxo-imidazolidin-1-yl]-2-(trifluoromethyl)benzonitrile BrCCOC1CCC(CC1)N1C(N(C(C1(C)C)=O)C1=CC(=C(C#N)C=C1)C(F)(F)F)=S